Cl.NC(C(C(CCCCNC(OCC1=CC=CC=C1)=O)NC(=O)[C@H]1N(C[C@H](C1)N1N=NC=C1C(C)(C)O)C([C@@H](CC1CCCCC1)N)=O)=O)=O benzyl (7-amino-5-((2S,4S)-1-((R)-2-amino-3-cyclohexylpropanoyl)-4-(5-(2-hydroxypropan-2-yl)-1H-1,2,3-triazol-1-yl)pyrrolidine-2-carboxamido)-6,7-dioxoheptyl)carbamate hydrochloride